N1(CCCCC1)C1=CC(C2=C(O1)C(=C(S2)C)C(C)NC2=C(C(=O)O)C=CC=C2)=O 2-({1-[5-(Hexahydropyridin-1-yl)-2-methyl-7-oxothieno[3,2-b]pyran-3-yl]ethyl}amino)benzoic acid